6-bromo-N'-[4-[tert-butyl(dimethyl)silyl]oxy-2-ethyl-phenyl]-4-[[(3-methyloxetan-3-yl)methyl]amino]pyrrolo[1,2-b]pyridazine-3-carboxamidine BrC=1C=C2N(N=CC(=C2NCC2(COC2)C)C(=NC2=C(C=C(C=C2)O[Si](C)(C)C(C)(C)C)CC)N)C1